CN1N=C(C(=C1)N)C(C)C 1-methyl-3-(propan-2-yl)-1H-pyrazol-4-amine